BrC(C1=C(C(=C(C(=C1[2H])[2H])I)[2H])[2H])([2H])[2H] 1-(bromomethyl-d2)-4-iodobenzene-2,3,5,6-d4